FC1(CC(C1)NC(=O)C=1C=NN2C1N=C(C=C2NC)NC=2C(N(C=CC2)C)=O)F N-(3,3-difluorocyclobutyl)-5-((1-methyl-2-oxo-1,2-dihydropyridin-3-yl)amino)-7-(methylamino)pyrazolo[1,5-a]pyrimidine-3-carboxamide